4-(3-bromo-1H-pyrazol-1-yl)-1-(tetrahydro-2H-pyran-4-yl)piperidine BrC1=NN(C=C1)C1CCN(CC1)C1CCOCC1